(2S)-2,6-bis[bis(prop-2-yn-1-yl)amino]hexanoic acid C(C#C)N([C@H](C(=O)O)CCCCN(CC#C)CC#C)CC#C